BrC=1N=NN(C1)C1CCC(CC1)N(C(OC(C)(C)C)=O)C tert-butyl N-[4-(4-bromotriazol-1-yl) cyclohexyl]-N-methyl-carbamate